O.O.C(CCC(=O)O)(=O)O.C(CCC(=O)O)(=O)O.NCCNCCNCCN triethylenetetramine disuccinate dihydrate